N1C=C(C=2C=NC=CC21)NC(C(=O)NCC2=C(C=CC=C2)C(F)(F)F)=O N1-(1H-pyrrolo[3,2-c]pyridin-3-yl)-N2-(2-(trifluoromethyl)-benzyl)-oxalamide